ClC=1N(N=C2C1C(=NC=C2)NCC2=C(C=C(C=C2)OC)OC)CC2=NC=CC=C2 chloro-N-(2,4-dimethoxybenzyl)-2-(pyridin-2-ylmethyl)-2H-pyrazolo[4,3-c]pyridin-4-amine